N1(CCOCC1)C(=O)C=1C=C2C(=CC=NC2=CC1)C1=NC=CN=C1 6-(morpholine-4-carbonyl)-4-(pyrazin-2-yl)quinolin